CC=1OC(=CC1C)C 2,3,5-trimethyl-furan